1-((4-methoxybenzyl)amino)propan-1-ol COC1=CC=C(CNC(CC)O)C=C1